(1,3-dimethylazetidin-3-yl){4-[2-(trifluoromethyl)pyridin-3-yl]piperidin-1-yl}methanone CN1CC(C1)(C)C(=O)N1CCC(CC1)C=1C(=NC=CC1)C(F)(F)F